FC1=C(C=CC=C1C1(CC1)C)[C@@H](C)N (1R)-1-[2-fluoro-3-(1-methylcyclopropyl)phenyl]ethanamine